N1(C=NC=C1)C1=CC=C(C=C1)C1=C(C(=NN1)NC1=C(C=C(C=C1)NS(=O)(=O)C)C)F N-(4-((5-(4-(1H-imidazol-1-yl)phenyl)-4-fluoro-1H-pyrazol-3-yl)amino)-3-methylphenyl)methanesulfonamide